FC=1C=C(C=C(C1)F)C(CNC(=O)[C@]1([C@@H](CC[C@H](C1)C)C(C)C)O)=O (1s,2s,5r)-N-[2-(3,5-difluorophenyl)-2-oxo-ethyl]-1-hydroxy-2-isopropyl-5-methyl-cyclohexanecarboxamide